CO[Si](CCC(F)(F)F)(OC)OC Trimethoxy(trifluoropropyl)silane